(2,4,6-trimethylbenzoyl)-phenyl-phosphine oxide CC1=C(C(=O)P(C2=CC=CC=C2)=O)C(=CC(=C1)C)C